Racemic-4-(2-(difluoromethyl)-2-methylbutanoyl)-2,3,4,5-tetrahydropyrido[3,4-f][1,4]oxazepine-9-Formonitrile FC([C@@](C(=O)N1CCOC2=C(C1)C=NC=C2C#N)(CC)C)F |r|